NC1=C(C=NC(=C1F)C1=CC=CC2=CC=CC(=C12)Cl)C(=O)OC methyl 4-amino-6-(8-chloro-1-naphthyl)-5-fluoro-pyridine-3-carboxylate